C(C)N(CCNC(C1=C(C=CC(=C1)S(=O)(=O)C)OC)=O)CC N-[2-(diethylamino)ethyl]-5-(methylsulfonyl)-2-methoxybenzamide